N-[[3-(benzotriazol-2-yl)-2-hydroxy-5-(2,4,4-trimethylpent-2-yl)phenyl]methyl]-2-methylpropan-2-enamide N=1N(N=C2C1C=CC=C2)C=2C(=C(C=C(C2)C(C)(CC(C)(C)C)C)CNC(C(=C)C)=O)O